5-[[1-[2-Oxo-2-[(2S,4S)-2-cyano-4-fluoro-pyrrolidin-1-yl]ethyl]-4-piperidyl]oxy]chinolin-2-carbonitril O=C(CN1CCC(CC1)OC1=C2C=CC(=NC2=CC=C1)C#N)N1[C@@H](C[C@@H](C1)F)C#N